1-(bromoethynyl)-2-isopropylbenzene BrC#CC1=C(C=CC=C1)C(C)C